CN(C=1C(=NC(=NC1)NC=1C(=CC(=C(C1)NC(C=C)=O)N(C)CCN(C)C)OC)N1C(N(C2=C1C=CC=C2)C(C)C)=O)C N-(5-((5-(Dimethylamino)-4-(3-isopropyl-2-oxo-2,3-dihydro-1H-benzo[d]imidazol-1-yl)pyrimidin-2-yl)amino)-2-((2-(dimethylamino)ethyl)(methyl)amino)-4-methoxyphenyl)acrylamide